(±)-4-(4-(1-aminoethyl)-8-fluoro-2-methylquinolin-6-yl)-5-fluoro-N-(1-(methylsulfonyl)piperidin-4-yl)pyrimidin-2-amine hydrochloride Cl.N[C@H](C)C1=CC(=NC2=C(C=C(C=C12)C1=NC(=NC=C1F)NC1CCN(CC1)S(=O)(=O)C)F)C |r|